C1#CC#CCCCCCCCC(CCC1)C(=O)O 12-cyclopentadec-diynecarboxylic acid